ClC1=C(C=NN1C)O 5-chloro-1-methyl-1H-pyrazol-4-ol